ClC=1C=NC=C(C1NN)Cl (3,5-dichloro-pyridin-4-yl)-hydrazine